2-((4,6-dimethylpyridin-2-yl)amino)pyrimidine-5-carboxamide CC1=CC(=NC(=C1)C)NC1=NC=C(C=N1)C(=O)N